1-(6-(2-(((S)-2-fluorobutyl)amino)-4-(((1r,4S)-4-hydroxycyclohexyl)amino)pyrimidin-5-yl)pyridin-3-yl)-3-methylimidazolidin-2-one 2,2,2-trifluoroacetate FC(C(=O)O)(F)F.F[C@H](CNC1=NC=C(C(=N1)NC1CCC(CC1)O)C1=CC=C(C=N1)N1C(N(CC1)C)=O)CC